(6R,7R)-3-(Acetyloxymethyl)-7-[[2-[[4-[3-(2-hydroxyphenyl)-3-oxoprop-1-enyl]benzoyl]amino]-2-phenylacetyl]amino]-8-oxo-5-thia-1-azabicyclo[4.2.0]oct-2-ene-2-carboxylic acid C(C)(=O)OCC1=C(N2C([C@H]([C@H]2SC1)NC(C(C1=CC=CC=C1)NC(C1=CC=C(C=C1)C=CC(=O)C1=C(C=CC=C1)O)=O)=O)=O)C(=O)O